O[C@H]1[C@@H](O[C@@H]([C@H]1O)CO)N1C2=NC=NC(=C2NC1=O)NC(C1=CC=CC=C1)=O N-(9-((2R,3R,4S,5R)-3,4-dihydroxy-5-(hydroxymethyl)tetrahydrofuran-2-yl)-8-oxo-8,9-dihydro-7H-purin-6-yl)benzamide